FC1(C[C@@H](N(C1)C1=C(C(=NC=N1)NC[C@@H]1C(CN(CC1)CC(=O)N)(F)F)F)C1=C(C=C(C=C1)C(F)(F)F)F)F |o1:14| 2-((R*)-4-(((6-((R)-4,4-difluoro-2-(2-fluoro-4-(trifluoromethyl)phenyl)pyrrolidin-1-yl)-5-fluoropyrimidin-4-yl)amino)methyl)-3,3-difluoropiperidin-1-yl)acetamide